[N+](=O)([O-])C1=C(C=CC(=C1)[N+](=O)[O-])C(CN(CC)CC)N (2,4-dinitrophenyl)-N2,N2-diethylethane-1,2-diamine